BrC(CC(C1=CC=CC=C1)C=1C(OC2=C(C1O)C=CC=C2)=O)(O)C2=CC=C(C=C2)C2=CC=CC=C2 3-[3-Bromo[1,1'-biphenyl-4-yl]-3-hydroxy-1-phenylpropyl]-4-hydroxy-2H-1-benzopyran-2-one